N-(4-((2-(1,1-difluoroethyl)-6-methylpyrimidin-4-yl)amino)-5-(1-(2-methoxyethyl)-1H-1,2,4-triazol-3-yl)pyridin-2-yl)acetamide FC(C)(F)C1=NC(=CC(=N1)NC1=CC(=NC=C1C1=NN(C=N1)CCOC)NC(C)=O)C